5α-hydroxy-6β-[2-(1H-imidazol-4-yl)ethylamino]cholestane-3β-acetamide methyl-3-(methylsulfonyl)-4-((1-(methylsulfonyl)piperidin-4-yl)methoxy)benzoate COC(C1=CC(=C(C=C1)OCC1CCN(CC1)S(=O)(=O)C)S(=O)(=O)C)=O.O[C@]12[C@@H](C[C@H]3[C@@H]4CC[C@H]([C@@H](CCCC(C)C)C)[C@]4(CC[C@@H]3[C@]2(CC[C@@H](C1)CC(=O)N)C)C)NCCC=1N=CNC1